(S)-5-(3-(3-fluoro-5-methoxypyridin-4-yl)phenyl)-5,8,8-trimethyl-3-(trifluoromethyl)-5,8,9,10-tetrahydrobenzo[b][1,8]naphthyridin-6(7H)-one FC=1C=NC=C(C1C=1C=C(C=CC1)[C@@]1(C2=C(NC=3N=CC(=CC13)C(F)(F)F)CC(CC2=O)(C)C)C)OC